(2E)-4-(dimethylamino)-1-[4-methyl-3-(1H-pyrrolo[2,3-b]pyridin-4-yl)-2-[4-(trifluoromethyl)phenyl]-6,7-dihydropyrazolo[1,5-a]pyrazin-5(4H)-yl]but-2-en-1-one CN(C/C=C/C(=O)N1C(C=2N(CC1)N=C(C2C2=C1C(=NC=C2)NC=C1)C1=CC=C(C=C1)C(F)(F)F)C)C